[N+](=O)([O-])C=1C=C(C=CC1)C=CC(C=CC1=CC=C(C=C1)O)=O 1-(3-nitrophenyl)-5-(4-hydroxyphenyl)-1,4-pentadien-3-one